1-(6-(((5-(4-(2-methoxyphenyl)-6-methylpyridin-3-ylamino)-1,3,4-thiadiazol-2-yl)oxy)methyl)pyridin-3-yl)cyclopropane-1-carboxylic acid methyl ester COC(=O)C1(CC1)C=1C=NC(=CC1)COC=1SC(=NN1)NC=1C=NC(=CC1C1=C(C=CC=C1)OC)C